4-(3H-[1,2,3]triazolo[4,5-b]pyridin-3-yl)-N-(8-methylisoquinolin-1-yl)-N-((3R,5S)-5-methylpiperidin-3-yl)benzamide N1=NN(C2=NC=CC=C21)C2=CC=C(C(=O)N([C@H]1CNC[C@H](C1)C)C1=NC=CC3=CC=CC(=C13)C)C=C2